2-(3-((2-methoxyethyl)(methyl)amino)azetidin-1-yl)pyridin COCCN(C1CN(C1)C1=NC=CC=C1)C